1-[4-fluoro-6-[5-methyl-2-pyrimidin-2-yl-7,8-dihydro-5H-pyrido[4,3-d]pyrimidin-6-yl]-2-pyridinyl]piperazine-2-carboxylic acid methyl ester hydrochloride Cl.COC(=O)C1N(CCNC1)C1=NC(=CC(=C1)F)N1C(C2=C(N=C(N=C2)C2=NC=CC=N2)CC1)C